N-[7-(2-chloro-5-fluorophenyl)-8-[(4-methoxyphenyl)methyl]-2,9-dioxo-1,7,8,9-tetrahydropyrrolo[4,3-h]quinolin-6-yl]-5-fluoro-3-(trifluoromethyl)benzamide ClC1=C(C=C(C=C1)F)C1N(C(C=2C1=C(C=C1C=CC(NC21)=O)NC(C2=CC(=CC(=C2)F)C(F)(F)F)=O)=O)CC2=CC=C(C=C2)OC